Pyrido[2,3-d]Pyrimidine-7(8H)-one N1=CN=CC2=C1NC(C=C2)=O